O[C@@H](COC(NS(=O)(=O)C=1SC(=C(C1C1=CC=C(C=C1)CN1C(=NC=C1)C(F)(F)F)C)CC(C)C)=O)C ((5-isobutyl-4-methyl-3-(4-((2-(trifluoromethyl)-1H-imidazol-1-yl)methyl)phenyl)thiophene-2-yl)sulfonyl)carbamic acid-(2R)-2-hydroxypropyl ester